C(C)(C)(C)OC(=O)N1CC2=CC(=CC=C2CC1)N1/C(/SC=C1)=N/C(=O)OCC 7-[(2Z)-2-ethoxycarbonyliminothiazol-3-yl]-3,4-dihydro-1H-isoquinoline-2-carboxylic acid tert-butyl ester